N-((S)-(7-((R*)-Cyclopropyl(4,4,4-trifluorobutanamido)methyl)imidazo[1,2-a]pyrimidin-2-yl)(4,4-difluorocyclohexyl)methyl)-1-(3,3,3-trifluoropropyl)-1H-1,2,3-triazole-5-carboxamide C1(CC1)[C@H](C1=NC=2N(C=C1)C=C(N2)[C@@H](NC(=O)C2=CN=NN2CCC(F)(F)F)C2CCC(CC2)(F)F)NC(CCC(F)(F)F)=O |o1:3|